3-(4-bromobenzothien-7-yl)-5-(3,5-dichlorophenyl)-5-(trifluoromethyl)-4H-isoxazole BrC1=CC=C(C2=C1C=CS2)C2=NOC(C2)(C(F)(F)F)C2=CC(=CC(=C2)Cl)Cl